Ethyl 1-(4-methoxyphenyl)-1H-pyrazole-4-carboxylate COC1=CC=C(C=C1)N1N=CC(=C1)C(=O)OCC